3-fluoro-6-(2-(fluoromethyl)imidazo[1,2-a]pyridin-7-yl)-5-(1-((1-methylcyclopentyl)methyl)-1H-pyrazol-4-yl)picolinonitrile FC=1C(=NC(=C(C1)C=1C=NN(C1)CC1(CCCC1)C)C1=CC=2N(C=C1)C=C(N2)CF)C#N